1-Amino-3-methyl-4-(pyridin-4-yl)-1H-pyrrole-2-carboxylic acid ethyl ester C(C)OC(=O)C=1N(C=C(C1C)C1=CC=NC=C1)N